7-(5-(5-(1H-pyrrol-1-yl)-1,3,4-thiadiazol-2-yl)-4-(isopropylamino)pyridin-2-yl)pyrrolo[1,2-b]pyridazine-3-carbonitrile N1(C=CC=C1)C1=NN=C(S1)C=1C(=CC(=NC1)C1=CC=C2N1N=CC(=C2)C#N)NC(C)C